(2S,4r)-N-[(1r,2r,4S)-4-cyano-2-hydroxy-cyclopentyl]-1-[(2S)-2-(4-cyclopropyltriazol-1-yl)-3,3-dimethyl-butyryl]-4-hydroxy-pyrrolidine-2-carboxamide C(#N)[C@@H]1C[C@H]([C@@H](C1)NC(=O)[C@H]1N(C[C@@H](C1)O)C([C@H](C(C)(C)C)N1N=NC(=C1)C1CC1)=O)O